(1R,3s,5S,6s)-3-(4-Bromo-1-oxoisoindolin-2-yl)-N-(3-methoxy-4-methylphenyl)bicyclo[3.1.0]hexane-6-carboxamide BrC1=C2CN(C(C2=CC=C1)=O)C1C[C@H]2C([C@H]2C1)C(=O)NC1=CC(=C(C=C1)C)OC